FC(S(=O)(=O)OC=1C=C(C=C2C=NC(=NC12)C1=CC=CC=C1)C1=CC=CC=C1)(F)F 2,6-diphenylquinazolin-8-yl trifluoromethanesulfonate